N1N=CC(=C1)O[C@@H]1C[C@H]2N(C=3C(=NN=C(C3)C3=C(C(=CC(=C3)F)F)OC)NC2)C1 (6aR,8R)-8-((1H-pyrazol-4-yl)oxy)-2-(3,5-difluoro-2-methoxyphenyl)-5,6,6a,7,8,9-hexahydropyrrolo[1',2':4,5]pyrazino[2,3-c]pyridazine